OCCCN1C(CC(=NC2=C1C=CC=C2)OC)=O 1-(3-hydroxypropyl)-4-methoxy-1,3-dihydro-2H-1,5-benzodiazepin-2-one